OC=1C=C(N)C=CC1F 3-hydroxyl-4-fluoro-aniline